CN(C1=CC=C(C=C1)NC=1C=CC(=NC1)N(C)C)C N5-[4-(dimethylamino)phenyl]-N2,N2-dimethyl-2,5-Pyridinediamine